3-(1-methyl-7-(((6S,7R)-6-methyl-2-azaspiro[3.5]non-7-yl)amino)-1H-indazol-3-yl)piperidine-2,6-dione CN1N=C(C2=CC=CC(=C12)N[C@H]1[C@H](CC2(CNC2)CC1)C)C1C(NC(CC1)=O)=O